(S)-4'-(1-aminoethyl)-N-ethyl-[1,1'-biphenyl]-4-amine N[C@@H](C)C1=CC=C(C=C1)C1=CC=C(C=C1)NCC